2-amino-(6-methoxy)benzothiazole NC=1SC2=C(N1)C=CC(=C2)OC